2-[[3-[4-[(5-Cyclopropyl-1H-pyrazol-3-yl)amino]pyrimidin-2-yl]-3-azabicyclo[3.1.1]heptan-1-yl]methyl]isoindoline-1,3-dione C1(CC1)C1=CC(=NN1)NC1=NC(=NC=C1)N1CC2(CC(C1)C2)CN2C(C1=CC=CC=C1C2=O)=O